OC[C@H](C1=CC=CC=C1)NC1=NC(=NC=C1C1=NC(=NO1)C(C)C)NC1=CC(=C(C(=O)N)C=C1)C 4-[[4-[[(1S)-2-hydroxy-1-phenyl-ethyl]amino]-5-(3-isopropyl-1,2,4-oxadiazol-5-yl)pyrimidin-2-yl]amino]-2-methyl-benzamide